C1(CC1)CN1C(=CC=2C1=NC(=CC2)C(C)(C)O)C(=O)OC Methyl 1-(cyclopropylmethyl)-6-(2-hydroxypropan-2-yl)-1H-pyrrolo[2,3-b]pyridine-2-carboxylate